((1r,4r)-4-((2,3-difluorobenzyl)(methyl)amino)cyclohexyl)(3,3,5-trimethyl-2,3-dihydro-1H-pyrrolo[3,2-b]pyridin-1-yl)methanone FC1=C(CN(C2CCC(CC2)C(=O)N2CC(C3=NC(=CC=C32)C)(C)C)C)C=CC=C1F